4-{3-[(tert-butyldiphenylsilyl)oxy]-2-[2-(methylamino)ethoxy]propyl}-3,6-dichloro-5-methylpyridazine [Si](C1=CC=CC=C1)(C1=CC=CC=C1)(C(C)(C)C)OCC(CC1=C(N=NC(=C1C)Cl)Cl)OCCNC